O=C1N(C2=C(OC1)C=C(C=C2)NC2=CC=C(C=C2)N2CCC(CC2)C(F)(F)F)CCCC#N 4-(3-oxo-7-((4-(4-(trifluoromethyl)piperidin-1-yl)phenyl)amino)-2,3-dihydro-4H-benzo[b][1,4]oxazin-4-yl)butanenitrile